Ethyl (S)-3-amino-2-((2,4,6-trimethylphenyl)sulfonamido)propanoate NC[C@@H](C(=O)OCC)NS(=O)(=O)C1=C(C=C(C=C1C)C)C